(S)-3-(1-aminopropyl)-8-chloro-2-(1H-pyrazol-3-yl)isoquinolin-1(2H)-one N[C@@H](CC)C=1N(C(C2=C(C=CC=C2C1)Cl)=O)C1=NNC=C1